(2-((3-Chloro-2-fluorobenzyl)(cyclobutyl)amino)ethyl)carbamic acid tert-butyl ester C(C)(C)(C)OC(NCCN(C1CCC1)CC1=C(C(=CC=C1)Cl)F)=O